ClC1=CC=C(C2=CC=CC=C12)C1=C(C=CC=C1)P(C1=CC=CC=C1)C1=CC=CC=C1 (2-(4-chloronaphthalen-1-yl)phenyl)diphenylphosphine